COC(C1=C(C=C(C=C1)C1=NOC(C1)(C(F)(F)F)C1=CC(=CC(=C1)C(F)(F)F)C(F)(F)F)C)=O 4-{5-[3,5-bis(trifluoromethyl)phenyl]-5-(trifluoromethyl)-4,5-dihydro-isoxazol-3-yl}-2-methylbenzoic acid methyl ester